CN([C@@H](C(C)C)C(=O)O)C(=O)C1CCN(CC1)C(=O)C1[N@](C1)C(C1=CC=CC=C1)(C1=CC=CC=C1)C1=CC=CC=C1 N-methyl-N-(1-((S)-1-tritylaziridine-2-carbonyl)piperidine-4-carbonyl)-L-valine